2-[[4-[2-(4-chloro-2-fluoro-phenyl)-2-methyl-1,3-benzodioxol-4-yl]-2,5-difluorophenyl]methyl]-3-[[(2S)-tetrahydrofuran-2-yl]methyl]benzimidazole-5-carboxylic acid ClC1=CC(=C(C=C1)C1(OC2=C(O1)C=CC=C2C2=CC(=C(C=C2F)CC=2N(C1=C(N2)C=CC(=C1)C(=O)O)C[C@H]1OCCC1)F)C)F